ClS(=O)(=O)CC1[C@H]2CN(C[C@@H]12)C(=O)OCC1=CC=CC=C1 benzyl (1R,5S,6R)-6-((chlorosulfonyl) methyl)-3-azabicyclo[3.1.0]hexane-3-carboxylate